(1S,2S)-2-(3-chlorophenyl)-N-(4-(((6-cyclopropyl-8-(4-hydroxy-1-methylpiperidin-4-yl)imidazo[1,2-a]pyridin-2-yl)methyl)amino)pyridin-2-yl)cyclopropane-1-carboxamide ClC=1C=C(C=CC1)[C@@H]1[C@H](C1)C(=O)NC1=NC=CC(=C1)NCC=1N=C2N(C=C(C=C2C2(CCN(CC2)C)O)C2CC2)C1